ClC1=C(C=CC(=C1F)OC)C[C@@H](CN)N(C)C (S)-3-(2-chloro-3-fluoro-4-methoxyphenyl)-N2,N2-dimethylpropane-1,2-diamine